CCCCC(CC)COC(=O)C The molecule is an acetate ester that is hexyl acetate substituted by an ethyl group at position 2. It has a role as a metabolite. It derives from a hexan-1-ol.